(2S)-4-methoxy-2-(methylamino)butanoic acid COCC[C@@H](C(=O)O)NC